(8-bromo-1,2,3,4-tetrahydronaphthalen-1-yl)(2-methylphenyl)amine BrC=1C=CC=C2CCCC(C12)NC1=C(C=CC=C1)C